COC1=CC=C(CNC2=CC=NC3=CC=CN=C23)C=C1 N-(4-methoxybenzyl)-1,5-naphthyridin-4-amine